C(C)(C)(C)OC(=O)N[C@H](C)C(=O)NCCCO N2-(tert-butoxycarbonyl)-N-(3-hydroxypropyl)-D-alaninamide